BrCCC1=CC(=C(C=C1)OC)Br 2-bromo-1-(3-bromo-4-methoxyphenyl)ethane